C1(=C(C=CC=C1)C1=C(C(=C(C2=C1OC1=C2C=CC=C1)C1=NN=NC(=C1C1=C(C=CC=C1)C1=CC=CC=C1)C1=C(C=CC=C1)C1=CC=CC=C1)C1=CC=CC=C1)C1=C(C=CC=C1)C1=CC=CC=C1)C1=CC=CC=C1 di(biphenylyl)(phenyl)[di(biphenylyl)triazinyl]dibenzofuran